2-(6-(cyclopropanesulfonamido)pyridin-2-yl)-N-(5-(6-ethoxypyrazin-2-yl)pyridin-2-yl)butanamide C1(CC1)S(=O)(=O)NC1=CC=CC(=N1)C(C(=O)NC1=NC=C(C=C1)C1=NC(=CN=C1)OCC)CC